C(C)(=O)[NH2+]C12C[NH2+]C(CC1)C2 Acetyl(2-azoniabicyclo[2.2.1]heptan-4-yl)ammonium